C[SiH2]C1CC(CCC1)[SiH2]C 1,3-Dimethylsilylcyclohexane